C(=O)(O)C1=CC=C(C=C1)C1=NC(=NC(=N1)C1=CC=C(C=C1)C(=O)O)C1=CC=C(C=C1)C(=O)O 2,4,6-tris(4'-carboxyphenyl)-1,3,5-triazine